(1r,4r)-4-(3-Chloroanilino)-2'-[2-(hydroxymethyl)-3-methylbutyl]-2',3'-dihydrospiro[cyclohexane-1,1'-indene]-4-carboxylic acid methyl ester COC(=O)C1(CCC2(C(CC3=CC=CC=C23)CC(C(C)C)CO)CC1)NC1=CC(=CC=C1)Cl